C(N)(=O)C(CC)(C1CC1)NC(=O)[C@H]1N(C[C@@H](C1)O)C([C@H](C(C)(C)C)N1N=NC(=C1)C1CC1)=O (2S,4r)-N-(1-carbamoyl-1-cyclopropyl-propyl)-1-[(2S)-2-(4-cyclopropyl-triazol-1-yl)-3,3-dimethyl-butyryl]-4-hydroxy-pyrrolidine-2-carboxamide